(R)-2-hydroxymethylpropanoic acid OC[C@H](C(=O)O)C